C=C1CC2(CCC(N2C1)=O)C(=O)OCC ethyl 2-methylene-5-oxo-tetrahydropyrrolizine-7a-carboxylate